B(O)(O)O.N1=C(N)N=C(N)N=C1N melamine borate